pyridine HCl Cl.N1=CC=CC=C1